N1=C(C=CC=C1)C=1C=C(OC2CC3C(CN(C3)C(=O)N3N=C(C=C3)C(=O)O)C2)C=CC1 1-(trans-5-(3-(pyridin-2-yl)phenoxy)octa-hydrocyclopenta[c]pyrrole-2-carbonyl)-1H-pyrazole-3-carboxylic acid